(1S,3S)-N1-(5-(methylthio)pyrimidin-2-yl)cyclopentane-1,3-diamine hydrochloride Cl.CSC=1C=NC(=NC1)N[C@@H]1C[C@H](CC1)N